O(C1=CC=CC=C1)C=1C=C(C=CC1)C=1NC2=CC=CC=C2C(C1)=O 2-(3-phenoxyphenyl)quinolin-4(1H)-one